tert-butyl (3R,4S)-4-{2-[(1S)-4-(tert-butoxy)-1-carbamoyl-4-oxobutyl]-4-fluoro-7-methyl-1-oxo-3H-isoindol-5-yl}-3-fluoropiperidine-1-carboxylate C(C)(C)(C)OC(CC[C@@H](C(N)=O)N1C(C2=C(C=C(C(=C2C1)F)[C@H]1[C@H](CN(CC1)C(=O)OC(C)(C)C)F)C)=O)=O